2,2,3,3,5,5,6,6-octadeuterio-4-[8-(2,6-difluorophenyl)-3,4,7,9,12-pentazatricyclo[8.4.0.02,6]tetradeca-1(10),2(6),4,7,11,13-hexaen-13-yl]morpholine [2H]C1(C(N(C(C(O1)([2H])[2H])([2H])[2H])C=1N=CC=2NC(=NC=3C=NNC3C2C1)C1=C(C=CC=C1F)F)([2H])[2H])[2H]